FC(C(=O)N1CCC(CC1)C(=O)C1=C2C(=NC=C1)C(=NN2C2CN(C2)C(C(=C)F)=O)C=2C=NC(=CC2)C(F)(F)F)=C 2-fluoro-1-(4-(1-(1-(2-fluoroacryloyl)azetidin-3-yl)-3-(6-(trifluoromethyl)pyridin-3-yl)-1H-pyrazolo[4,3-b]pyridin-7-carbonyl)piperidin-1-yl)prop-2-en-1-one